OC1=C(C(N(C2=NC=C(C=C12)C1=CC=C(C=C1)OC)CCN1CCOCC1)=O)C(=O)NC1(CCCCC1)C(=O)O 1-(4-hydroxy-6-(4-methoxyphenyl)-1-(2-morpholinoethyl)-2-oxo-1,2-dihydro-1,8-naphthyridine-3-carboxamido)cyclohexane-1-carboxylic acid